C(CCCCC)[C@@H](C(=O)OCCCCCCN(CCCCCCOC(C(CCCCCCCC)CCCCCC)=O)CCCCO)CCCCCCCC ((4-hydroxybutyl)azanediyl)bis(hexane-6,1-diyl) (2R,2'R)-bis(2-hexyldecanoate)